3-(2-ethoxy-5-methylphenyl)-2-iminothiazolidin-4-one C(C)OC1=C(C=C(C=C1)C)N1C(SCC1=O)=N